C(C)(C)N1CCN(CC1)C1=CC=C(C=C1)C1=C(COC2=CC=CC=C12)C1=CC=CC=C1 1-Isopropyl-4-(4-(3-phenyl-2H-chromen-4-yl)phenyl)piperazine